[Na+].[Na+].BrC=1C=C2C(=CN(C2=CC1)C(CCCP([O-])([O-])=O)=O)/C(=C/C1=C(C=CC(=C1)C#N)OC)/C#N (Z)-4-(5-bromo-3-(1-cyano-2-(5-cyano-2-methoxyphenyl)vinyl)-1H-indol-1-yl)-4-oxobutylphosphonic acid disodium salt